bis(N-methylbenzenaminium) tetrafluoroborate F[B-](F)(F)F.C[NH2+]C1=CC=CC=C1.C[NH2+]C1=CC=CC=C1.F[B-](F)(F)F